9-[4-(1-naphthyl)phenyl]-9H-carbazole-3-boronic acid C1(=CC=CC2=CC=CC=C12)C1=CC=C(C=C1)N1C2=CC=CC=C2C=2C=C(C=CC12)B(O)O